(3-bromo-1-methyl-pyrrolo[2,3-b]pyridin-5-yl)ethanone tert-butyl-4-(5-(6-ethoxy-2-methyl-2H-pyrazolo[3,4-b]pyridine-5-carboxamido)pyrazin-2-yl)piperazine-1-carboxylate C(C)(C)(C)OC(=O)N1CCN(CC1)C1=NC=C(N=C1)NC(=O)C1=CC=2C(N=C1OCC)=NN(C2)C.BrC2=CN(C1=NC=C(C=C12)C(C)=O)C